C(CCC)[SiH3] Butylsilan